4-(3-fluoro-5-chloro-2-pyridinyloxy)benzoic acid FC=1C(=NC=C(C1)Cl)OC1=CC=C(C(=O)O)C=C1